ClC1=C(C=C(C=C1)O)C1=C(C(=NC=2CN(CCC12)C(C)C)N1CC2(CN(C2)C(C=C)=O)CC1)C#N 4-(2-chloro-5-hydroxyphenyl)-7-(2-propanyl)-2-(2-(2-propenoyl)-2,6-diazaspiro[3.4]octan-6-yl)-5,6,7,8-tetrahydro-1,7-naphthyridine-3-carbonitrile